CN(CCCC1(N(CC1)CC(C)O)CC(C)O)C 1,1'-((3-(dimethylamino)propyl)azetidinediyl)di(propan-2-ol)